(S)-(6,7-dichloro-1,9-dimethyl-1,3,4,5-tetrahydro-2H-pyrido[4,3-b]indol-2-yl)(5-methoxypyrimidin-2-yl)methanone ClC1=C(C=C(C=2C3=C(NC12)CCN([C@H]3C)C(=O)C3=NC=C(C=N3)OC)C)Cl